C(C)N1C(NCC1C(=O)NC1=C(C=CC(=C1)OC1=NC=C(C=C1)C(F)(F)F)OC)=O 3-ethyl-N-(2-methoxy-5-((5-(trifluoromethyl)pyridin-2-yl)oxy)phenyl)-2-oxoimidazolidine-4-carboxamide